N-iso-Pentyl-2-methoxy-4-(pyridin-3-yl)-1H-imidazole-1-carboxamide C(CC(C)C)NC(=O)N1C(=NC(=C1)C=1C=NC=CC1)OC